BrC1=CC(=C(C=2CCC3(C12)C(C3)(F)F)C(=O)O)F 7'-bromo-2,2,5'-trifluoro-2',3'-dihydrospiro[cyclopropane-1,1'-indene]-4'-carboxylic acid